1-[(2-fluorophenyl)carbonyl]piperidin FC1=C(C=CC=C1)C(=O)N1CCCCC1